1-(6-methyl-4-(4,4,5,5-tetramethyl-1,3,2-dioxaborolan-2-yl)pyridin-2-yl)ethan-1-one CC1=CC(=CC(=N1)C(C)=O)B1OC(C(O1)(C)C)(C)C